7,8-dimethoxy-2,3,4,5-tetrahydro-1H-pyrido[3,2-b]indole COC=1C(=CC=2C3=C(NC2C1)CCCN3)OC